BrCCCCC(=O)N[C@@H]1CN(C[C@H](C1)F)C(=O)OC(C)(C)C tert-butyl (3S,5S)-3-[(5-bromopentanoyl)amino]-5-fluoropiperidine-1-carboxylate